COCC1(C=CC2=CC=CC(=C12)C(C)(C)C)COC 1,1-bis(methoxymethyl)-7-tert-butylindene